(R)-5-(4-((1-methylpiperidin-3-yl)amino)pyrrolo[1,2-d][1,2,4]triazin-1-yl)benzo[b]thiophen-4-ol CN1C[C@@H](CCC1)NC1=NN=C(C=2N1C=CC2)C2=C(C1=C(SC=C1)C=C2)O